(4S)-2,2-dimethyloxane CC1(OCCCC1)C